rac-1-(4-nitro-2-pyridyl)ethane-1,2-diol [N+](=O)([O-])C1=CC(=NC=C1)[C@H](CO)O |r|